BrC=1C2=CN(N=C2C(=CC1C)C)C 4-bromo-2,5,7-trimethyl-2H-indazole